NC1=NC=CC=C1C1=NC=2C(=NC(=CC2)C2=CC=CC=C2)N1C1=CC=C(C=C1)CNCCC=1C(=C(C(=CC1)C=O)NC(C)=O)F N-(3-{2-[({4-[2-(2-aminopyridin-3-yl)-5-phenylimidazo[4,5-b]pyridin-3-yl]phenyl}methyl)amino]ethyl}-2-fluoro-6-formylphenyl)acetamide